3-(((1-(2-hydroxyethyl)azetidin-3-yl)carbamoyl)oxy)propane-1,2-diyl bis(decanoate) C(CCCCCCCCC)(=O)OCC(COC(NC1CN(C1)CCO)=O)OC(CCCCCCCCC)=O